C(C)(C)(C)OC(=O)N1C[C@H](C(CC1)(F)F)NC=1C2=C(N=CN1)C(=CC(=N2)Cl)C(N)=O (3R)-3-({8-carbamoyl-6-chloropyrido[3,2-d]pyrimidin-4-yl}amino)-4,4-difluoropiperidine-1-carboxylic acid tert-butyl ester